C1(CC1)C(=O)NC1=CC(=C(C(=O)O)C=C1)F 4-(cyclopropanecarbonylamino)-2-fluorobenzoic acid